O[C@@H]1CN(CC1)CCNC(=O)C1=CC(=C(S1)NC(=O)C=1C=NN2C1SC(=C2)C=2C=NN(C2)C)C (S)-N-(5-((2-(3-hydroxypyrrolidin-1-yl)ethyl)carbamoyl)-3-methylthiophen-2-yl)-2-(1-methyl-1H-pyrazol-4-yl)pyrazolo[5,1-b]thiazole-7-carboxamide